4-chloro-2-[4-(2,6-difluorobenzenesulfonyl)-1-piperazinyl]Benzothiazole-6-carboxylic acid ethyl ester C(C)OC(=O)C1=CC2=C(N=C(S2)N2CCN(CC2)S(=O)(=O)C2=C(C=CC=C2F)F)C(=C1)Cl